C(C1=CC=CC=C1)OC(=O)NCC1=C(C=C(C=C1)C1=NC=NC=2NC3=CC(=CC=C3C21)C=2CCN(CC2)C(=O)OC(C)(C)C)C tert-butyl 4-(4-(4-((((benzyloxy) carbonyl) amino) methyl)-3-methylphenyl)-9H-pyrimido[4,5-b]indol-7-yl)-3,6-dihydropyridine-1(2H)-carboxylate